1-(but-3-yn-2-yl)-4-chloropyridin-2(1H)-one CC(C#C)N1C(C=C(C=C1)Cl)=O